2-(6-((2S,5R)-2,5-dimethyl-4-(1-(4-morpholinophenyl)ethyl)piperazin-1-yl)-9-ethyl-3-methyl-2-oxo-3,9-dihydro-2H-purin-8-yl)acetonitrile C[C@@H]1N(C[C@H](N(C1)C(C)C1=CC=C(C=C1)N1CCOCC1)C)C=1C=2N=C(N(C2N(C(N1)=O)C)CC)CC#N